n-tetracosyl chloride C(CCCCCCCCCCCCCCCCCCCCCCC)Cl